2-(4,4-difluoropiperidin-1-yl)-N-((5-(thiophen-2-yl)-1H-1,2,4-triazol-3-yl)methyl)benzamide methyl-3-methyl-2,3-dihydro-1,4-benzodioxine-6-carboxylate COC(=O)C1=CC2=C(OCC(O2)C)C=C1.FC1(CCN(CC1)C1=C(C(=O)NCC2=NNC(=N2)C=2SC=CC2)C=CC=C1)F